NC1=NC(=C(C2=CC=CC(=C12)Br)OCC1=CC=CC=C1)C(=O)OC Methyl 1-amino-4-benzyloxy-8-bromo-isoquinoline-3-carboxylate